behenamidopropyl-2,3-dihydroxypropyl-dimethyl-ammonium chloride [Cl-].C(CCCCCCCCCCCCCCCCCCCCC)(=O)NCCC[N+](C)(C)CC(CO)O